7-(7,8-difluoro-3-hydroxynaphthalen-1-yl)-2-(((S)-1-methylpyrrolidin-2-yl)methoxy-d2)Pyrimido[4,5-d]Pyridazin-8(7H)-one FC1=CC=C2C=C(C=C(C2=C1F)N1N=CC2=C(C1=O)N=C(N=C2)OC([2H])([2H])[C@H]2N(CCC2)C)O